4-[6-[3-(6-methyl-2-pyridyl)-1H-pyrazol-4-yl]-1,5-naphthyridin-3-yl]morpholine CC1=CC=CC(=N1)C1=NNC=C1C=1N=C2C=C(C=NC2=CC1)N1CCOCC1